2-({2-[(4-chloro-2-fluorophenyl)methoxy]-3-(trifluoromethyl)-5,6,7,8-tetrahydro-1,7-naphthyridin-7-yl}methyl)-1-{[(2S)-oxetan-2-yl]methyl}-1H-imidazo[4,5-b]pyridine-6-carboxylic acid ClC1=CC(=C(C=C1)COC1=NC=2CN(CCC2C=C1C(F)(F)F)CC=1N(C=2C(=NC=C(C2)C(=O)O)N1)C[C@H]1OCC1)F